3-azido-1,1,1-trifluorohexadecane N(=[N+]=[N-])C(CC(F)(F)F)CCCCCCCCCCCCC